6-(4-chlorophenyl)-2-nitro-6,7-dihydro-4H-pyrazolo[5,1-c][1,4]oxazine ClC1=CC=C(C=C1)C1CN2C(CO1)=CC(=N2)[N+](=O)[O-]